C(C=C)(=O)N1CCN(CC1)CC1=CC=C(C=C1)[C@H](C)NC1=NC=C2C=CC(N(C2=C1)CC)=O 7-{(S)-1-[4-(4-propenoyl-piperazin-1-ylmethyl)-phenyl]-ethylamino}-1-ethyl-1H-[1,6]naphthyridin-2-one